3-(5-((1-(2-bromoacetyl)piperidin-4-yl)oxy)-1-oxoisoindolin-2-yl)piperidine-2,6-dione BrCC(=O)N1CCC(CC1)OC=1C=C2CN(C(C2=CC1)=O)C1C(NC(CC1)=O)=O